COCO[SiH2]OCCCC 2,4,6-trioxa-5-siladecane